ClC1=C(C(=C(C=C1OC)OC)F)N1C(N(C2=C(C1)C=NC1=C2CC(N1)=O)C1CCC1)=O 3-(2-chloro-6-fluoro-3,5-dimethoxyphenyl)-1-cyclobutyl-3,4,7,9-tetrahydro-1H-pyrrolo[3',2':5,6]pyrido[4,3-d]pyrimidine-2,8-dione